biphenyl 4-(8-hydroxyoctyloxy)cinnamate OCCCCCCCCOC1=CC=C(C=CC(=O)O)C=C1.C1(=CC=CC=C1)C1=CC=CC=C1